OC=1C=NC(=NC1)NC(=O)N1CCN(CC1)C1=CC=C(C=C1)C(F)(F)F N-(5-hydroxypyrimidin-2-yl)-4-(4-(trifluoromethyl)-phenyl)piperazine-1-carboxamide